Cl.C(C)(C)OC([C@H](N)C)=O D-alanine isopropylester-HCl